2'-aminouridine N[C@@]1([C@@H](O[C@@H]([C@H]1O)CO)N1C(=O)NC(=O)C=C1)O